C(CCCCCCCCCCC)(=O)OC(C)C Dodecanoic acid, 1-methylethyl ester